4,6-bis(1-methyl-1-phenylethyl)phenol CC(C)(C1=CC=CC=C1)C1=CC=C(C(=C1)C(C)(C)C1=CC=CC=C1)O